The molecule is an acyl-CoA that results from the formal condensation of the thiol group of coenzyme A with the carboxy group of 5-oxo-furan-2-acetic acid. It is an acyl-CoA and a gamma-lactone. It derives from an adipoyl-CoA. CC(C)(COP(=O)(O)OP(=O)(O)OC[C@@H]1[C@H]([C@H]([C@@H](O1)N2C=NC3=C(N=CN=C32)N)O)OP(=O)(O)O)[C@H](C(=O)NCCC(=O)NCCSC(=O)CC4CCC(=O)O4)O